sulfonyl-3-propan-2-ylurea S(=O)(=O)=NC(=O)NC(C)C